(4-(1-isopropyl-1H-pyrazol-4-ylsulfonyl)phenyl)methanamine HCl salt Cl.C(C)(C)N1N=CC(=C1)S(=O)(=O)C1=CC=C(C=C1)CN